N1(N=NC2=C1C=CC=C2)OC(=[N+](C)C)N(C)C [(1H-benzotriazol-1-yl)oxy](dimethylamino)-N,N-dimethylmethaniminium